(1S,3aR,6aS)-N-((S)-1-cyano-2-((R)-2-oxopyrrolidin-3-yl)ethyl)-4,4-difluoro-2-(9-hydroxy-9H-fluorene-9-carbonyl)octahydrocyclopenta[c]pyrrole-1-carboxamide C(#N)[C@H](C[C@@H]1C(NCC1)=O)NC(=O)[C@H]1N(C[C@H]2[C@@H]1CCC2(F)F)C(=O)C2(C1=CC=CC=C1C=1C=CC=CC21)O